C1(=CC=CC=C1)C=1C(=CC=CC1)C=1C(=CC=CC1)C=1C(=CC=CC1)C=1C(=CC=CC1)C1=CC=CC=C1 sexibenzene